(S)-N-(3-(6-(((S)-2-hydroxypropyl)amino)-2-morpholinopyrimidin-4-yl)-4-methylphenyl)-3-(2,2,2-trifluoroethyl)pyrrolidine-1-carboxamide O[C@H](CNC1=CC(=NC(=N1)N1CCOCC1)C=1C=C(C=CC1C)NC(=O)N1C[C@@H](CC1)CC(F)(F)F)C